COC(C1=C(C=CC=C1)N1CCNCC1)=O piperazin-1-yl-benzoic acid methyl ester